4-(3,6-bis(methylthio)-9H-carbazol-9-yl)butylphosphonic acid CSC=1C=CC=2N(C3=CC=C(C=C3C2C1)SC)CCCCP(O)(O)=O